C12(CCC(CC1)CC2)C(=O)N bicyclo[2.2.2]octane-1-carboxylic acid amide